(1R,3S,5R)-2-(2-(3-acetyl-5-(2-methylpyrimidin-5-yl)-1H-indazol-1-yl)acetyl)-N-(6-bromo-4-(methoxymethyl)pyridin-2-yl)-5-methyl-2-azabicyclo[3.1.0]hexane-3-carboxamide C(C)(=O)C1=NN(C2=CC=C(C=C12)C=1C=NC(=NC1)C)CC(=O)N1[C@@H]2C[C@@]2(C[C@H]1C(=O)NC1=NC(=CC(=C1)COC)Br)C